N-[4-[2-[2-[(1r,4r)-(4-Aminocyclohexyl)amino]pyrimidin-4-yl]phenoxy]-3-fluorophenyl]2-chlorobenzenesulfonamide NC1CCC(CC1)NC1=NC=CC(=N1)C1=C(OC2=C(C=C(C=C2)NS(=O)(=O)C2=C(C=CC=C2)Cl)F)C=CC=C1